trifluoromethanesulfonic acid, dimethylphenyl-sulfonium salt C[S+](C1=CC=CC=C1)C.FC(S(=O)(=O)[O-])(F)F